methoxyl-propionyl-morpholine O(C)C1N(CCOC1)C(CC)=O